ethyl (3S)-3-amino-3-{5-cyclopropyl-4-fluoro-2'-hydroxy-6'-methyl-[1,1'-biphenyl]-3-yl}propanoate N[C@@H](CC(=O)OCC)C=1C=C(C=C(C1F)C1CC1)C1=C(C=CC=C1C)O